FNC1=CC=CC=C1 p-fluoroaminobenzene